5-(4-(di-p-tolylamino)phenyl)furan-2-formaldehyde C1(=CC=C(C=C1)N(C1=CC=C(C=C1)C1=CC=C(O1)C=O)C1=CC=C(C=C1)C)C